3-methylamino-1-(2-thienyl)-1-propanone CNCCC(=O)C=1SC=CC1